C(C)(C)(C)[C@@H]1CC=2C=C3C(=NC2CC1)SC(=N3)C(=O)N[C@H](CCN3CCC(CC3)O)C3=CC(=CC=C3)C(NC3CNCCC3)=O (7S)-7-tert-butyl-N-[(1R)-3-(4-hydroxy-1-piperidyl)-1-[3-(3-piperidylcarbamoyl)phenyl]propyl]-5,6,7,8-tetrahydrothiazolo[5,4-b]quinoline-2-carboxamide